N[C@@H]1[C@H](CCCC1)CC=1C=C2CN(C(C2=CC1F)=O)C1C(NC(CC1)=O)=O 3-(5-(((1R,2S)-2-aminocyclohexyl)methyl)-6-fluoro-1-oxoisoindolin-2-yl)piperidine-2,6-dione